1,2,4-TRIAZOLO[1,5-A]PYRIMIDIN N1=CN=C2N1C=CC=N2